2-[[6-[(2,5-dichloropyrimidin-4-yl)amino]-1-isopropyl-2-oxo-3-quinolyl]oxy]-N-methyl-acetamide ClC1=NC=C(C(=N1)NC=1C=C2C=C(C(N(C2=CC1)C(C)C)=O)OCC(=O)NC)Cl